tert-butyl 7-methyl-4,7-diazaspiro[2.5]octane-4-carboxylate CN1CCN(C2(CC2)C1)C(=O)OC(C)(C)C